ClN1C[C@H]2CCCC[C@H]2C1 |o1:3,8| rel-(3aR,7aS)-2-chlorooctahydro-1H-isoindole